(R)-1-(3-Fluorophenyl)-2-((4-((1r,4S)-4-methoxycyclohexyl)-2-methyl-butan-2-yl)amino)ethan-1-ol hydrochloride Cl.FC=1C=C(C=CC1)[C@H](CNC(C)(CCC1CCC(CC1)OC)C)O